BS(=O)(=O)N boranyl-(sulfonyl)amine